ClC=1C(=NC(=NC1)NC1=C(C=C(C(=C1)CC)N1CCC2(CNC2)CC1)OC)NC1=CC=C(C(=C1P(C)(C)=O)C)C (6-((5-chloro-2-((5-ethyl-2-methoxy-4-(2,7-diazaspiro[3.5]nonan-7-yl)phenyl)amino)pyrimidin-4-yl)amino)-2,3-dimethylphenyl)dimethylphosphine oxide